N[C@@H](C)C1=NC2=C(C=C(C=C2C(N1C1=NNC=C1)=O)F)Cl (S)-2-(1-aminoethyl)-8-chloro-6-fluoro-3-(1H-pyrazol-3-yl)quinazolin-4(3H)-one